calcium D-mannuronate O=C[C@@H](O)[C@@H](O)[C@H](O)[C@H](O)C(=O)[O-].[Ca+2].O=C[C@@H](O)[C@@H](O)[C@H](O)[C@H](O)C(=O)[O-]